5-(Methylamino)-6-(3-methylimidazo[4,5-c]pyridin-7-yl)-3-[[6-(morpholinomethyl)-3-pyridyl]amino]pyrazin CNC=1N=C(C=NC1C=1C2=C(C=NC1)N(C=N2)C)NC=2C=NC(=CC2)CN2CCOCC2